3-(6-methoxypyridin-3-yl)-3-(2-(3-(5,6,7,8-tetrahydro-1,8-naphthyridin-2-yl)propyl)-2-azaspiro[3.3]hept-6-yl)propionic acid COC1=CC=C(C=N1)C(CC(=O)O)C1CC2(CN(C2)CCCC2=NC=3NCCCC3C=C2)C1